methyl (S)-1-(4-fluorophenyl)-2-((quinuclidin-4-ylmethyl) carbamoyl)-1,2,3,4-tetrahydroisoquinoline-7-carboxylate FC1=CC=C(C=C1)[C@@H]1N(CCC2=CC=C(C=C12)C(=O)OC)C(NCC12CCN(CC1)CC2)=O